tri(n-butyl)methylphosphonium iodide [I-].C(CCC)[P+](C)(CCCC)CCCC